(7R)-N-(2-cyclohexyl-4-((4-(trifluoromethyl)benzyl)amino)phenyl)-7,8-difluorooctanamide C1(CCCCC1)C1=C(C=CC(=C1)NCC1=CC=C(C=C1)C(F)(F)F)NC(CCCCC[C@H](CF)F)=O